C(C(C(=O)O)O)OP(=O)(O)O 3-P-Glycerate